FC(F)C=1C(=NC=CC1)N (difluoromethyl)pyridin-2-amine